C([2H])([2H])([2H])N(C([2H])([2H])[2H])CC=1C(=NN(C1)C1=NC(=NC=C1)NC=1C(=CC(=C(C1)NC(C=C)=O)N1CCOCC1)OC)C1=C(C(=C(C(=C1[2H])[2H])[2H])[2H])[2H] N-(5-((4-(4-((bis(methyl-d3)amino)methyl)-3-(phenyl-d5)-1H-pyrazol-1-yl)pyrimidin-2-yl)amino)-4-methoxy-2-morpholinophenyl)acrylamide